2-(2,6-dioxopiperidin-3-yl)-5-((8-(4-(6-(6-((R)-2-(3-fluorophenyl)pyrrolidin-1-yl)imidazo[1,2-b]pyridazin-3-yl)pyridin-2-yl)piperazin-1-yl)-8-oxooctyl)amino)isoindoline-1,3-dione O=C1NC(CCC1N1C(C2=CC=C(C=C2C1=O)NCCCCCCCC(=O)N1CCN(CC1)C1=NC(=CC=C1)C1=CN=C2N1N=C(C=C2)N2[C@H](CCC2)C2=CC(=CC=C2)F)=O)=O